[Si].[C] Carbon Silicon